Tetraphenylboric acid sodium salt [Na].C1(=CC=CC=C1)[B-](C1=CC=CC=C1)(C1=CC=CC=C1)C1=CC=CC=C1.[H+]